Cl.N(N)C=1C=C2C(=NC1)N(C=C2)C 5-hydrazino-1-methyl-1H-pyrrolo[2,3-b]pyridine hydrochloride